FC1=CN(C2=NC(=CN=C21)NC2=NNC(=C2)C2=C(C=NC=C2)OC)C2CCN(CC2)C 7-fluoro-N-(5-(3-methoxypyridin-4-yl)-1H-pyrazol-3-yl)-5-(1-methylpiperidin-4-yl)-5H-pyrrolo[2,3-b]pyrazin-3-amine